O1COC2=C1C=CC=C2CNCC2=CC=C(C=C2)OC N-(1,3-benzodioxol-4-ylmethyl)-1-(4-methoxyphenyl)methanamine